trifluoromethyl propyl-sulfonate C(CC)S(=O)(=O)OC(F)(F)F